((2-fluoro-6-(hydroxymethyl)phenyl)amino)-3-((6-methoxy-4,4-dimethyl-1,2,3,4-tetrahydroisoquinolin-7-yl)amino)-1,2,4-triazine-6-carboxamide FC1=C(C(=CC=C1)CO)NC=1N=C(N=NC1C(=O)N)NC1=C(C=C2C(CNCC2=C1)(C)C)OC